CC1(OC2=C(C1)C=CC=C2OC(=O)NCCCC(=O)O)C 4-[[(2,3-dihydro-2,2-dimethyl-7-benzofuranyloxy)carbonyl]amino]butyric acid